C(C)NC(=O)[C@H]1CN(CC[C@@H]1NC(=O)C1=NOC(=C1)C1=C(C=C(C=C1)F)F)C1CCCCC1 (3S,4S)-1-cyclohexyl-4-{[5-(2,4-difluoro-phenyl)-isoxazole-3-carbonyl]-amino}-piperidine-3-carboxylic acid ethylamide